[N+](=O)([O-])C1=CC=C(C=C1)[As](O)(O)=O.[N+](=O)([O-])C1=CC=C(C=C1)[Sb](O)(O)=O (4-nitrophenyl)stibonic acid (4-nitrophenyl)arsonate